diethyl (8-benzyl-3-oxo-6-phenyl-3,7-dihydroimidazo[1,2-a]pyrazin-2-yl)phosphonate C(C1=CC=CC=C1)C1=C2N(C=C(N1)C1=CC=CC=C1)C(C(=N2)P(OCC)(OCC)=O)=O